5-bromo-1',2',3',6'-tetrahydro-[2,4'-bipyridine]-3-amine BrC=1C=C(C(=NC1)C=1CCNCC1)N